O[C@H]1[C@@H](N(C1)C1=NC(=CC(=N1)C=1C=NN(C1)[C@@H]1CN(CC1)C(=O)OC(C)(C)C)C(F)(F)F)C tert-Butyl (3S)-3-[4-[2-[(2S,3R)-3-hydroxy-2-methyl-azetidin-1-yl]-6-(trifluoromethyl)pyrimidin-4-yl]pyrazol-1-yl]pyrrolidine-1-carboxylate